FC(CN1N=CC=2C1=NC(=CN2)N2CCC1(C(N(C(N1CC=1C=NC=C(C1)F)=O)C=1C=NC(=CC1)C(F)(F)F)=O)CC2)F 8-(1-(2,2-difluoroethyl)-1H-pyrazolo[3,4-b]pyrazin-6-yl)-1-((5-fluoropyridin-3-yl)methyl)-3-(6-(trifluoromethyl)pyridin-3-yl)-1,3,8-triazaspiro[4.5]decane-2,4-dione